(S)-5-((2-fluoro-benzoyl-4-bromophenyl)amino)-4-((tert-butoxycarbonyl)amino)-5-oxopentanoic acid methyl ester COC(CC[C@@H](C(=O)NC1=C(C=C(C=C1)Br)C(C1=C(C=CC=C1)F)=O)NC(=O)OC(C)(C)C)=O